ClC1=C(C#N)C=CC(=C1F)I 2-chloro-3-fluoro-4-iodo-benzonitrile